1-isopropyl-2-[4-[(4,4,5,5-tetramethyl-1,3,2-dioxaborolan-2-yl)methyl]phenyl]-4-(trifluoromethyl)imidazole C(C)(C)N1C(=NC(=C1)C(F)(F)F)C1=CC=C(C=C1)CB1OC(C(O1)(C)C)(C)C